OC=1C2=C(N=CN1)C=CC(=N2)N2[C@@H]1CN([C@H](C2)CC1)C(=O)OC(C)(C)C tert-butyl (1S,4S)-5-(4-hydroxypyrido[3,2-d]pyrimidin-6-yl)-2,5-diazabicyclo[2.2.2]octane-2-carboxylate